ClC=1C=CC(=C(C1)C1=CC(=NC=C1C(=O)NC=1SC=2C(N(CCC2N1)C1=CC=C(C=C1)C#N)=O)C)OC 4-(5-chloro-2-methoxyphenyl)-N-(5-(4-cyanophenyl)-4-oxo-4,5,6,7-tetrahydrothiazolo[5,4-C]pyridin-2-yl)-6-methylnicotinamide